benzothienodiazepine C1=CC=C2C(=C1)C3=C(S2)C=CC=NN3